F[B-](F)(F)F.F[B-](F)(F)F.NCCC[PH+](C(C)(C)C)C(C)(C)C.NCCC[PH+](C(C)(C)C)C(C)(C)C (3-aminopropyl)di-tert-butylphosphonium bis(tetrafluoroborate)